C(C=C)(=O)N1C[C@H](C[C@H]1C)N1N=C(C(=C1NC)C(=O)N)C#CC1=CC2=C(N(C=N2)C2CC2)C=C1F 1-((3s,5r)-1-propenoyl-5-methylpyrrolidin-3-yl)-3-((1-cyclopropyl-6-fluoro-1H-benzo[d]imidazol-5-yl)ethynyl)-5-(methylamino)-1H-pyrazole-4-carboxamide